FC=1C=C(C=C(C1C1=NOC(=N1)C(F)(F)F)F)CN1C(C=CC=C1C)=O 1-[[3,5-difluoro-4-[5-(trifluoromethyl)-1,2,4-oxadiazol-3-yl]phenyl]methyl]-6-methyl-pyridin-2-one